N-(5-cyclobutyl-1H-pyrazol-3-yl)-2-(4-((25-((2-(2,6-dioxopiperidin-3-yl)-1,3-dioxoisoindolin-4-yl)amino)-11-oxo-3,6,9,16,19,22-hexaoxa-12-azapentacosyl)oxy)phenyl)acetamide acrylate C(C=C)(=O)O.C1(CCC1)C1=CC(=NN1)NC(CC1=CC=C(C=C1)OCCOCCOCCOCC(NCCCOCCOCCOCCCNC1=C2C(N(C(C2=CC=C1)=O)C1C(NC(CC1)=O)=O)=O)=O)=O